1-(4-(6-chloro-2-(2-(3,3-difluoro-azetidin-1-yl)ethoxy)-8-fluoro-7-(5-methyl-1H-indazol-4-yl)quinazolin-4-yl)piperazin-1-yl)prop-2-en-1-one ClC=1C=C2C(=NC(=NC2=C(C1C1=C2C=NNC2=CC=C1C)F)OCCN1CC(C1)(F)F)N1CCN(CC1)C(C=C)=O